(±)-1-(spiro[3.3]hept-2-yl)-3-(1-(3-(trifluoromethyl)phenyl)prop-2-yn-1-yl)urea C1C(CC12CCC2)NC(=O)N[C@H](C#C)C2=CC(=CC=C2)C(F)(F)F |r|